CN1C(N(CC1)C1CC2CN(C1CC2)C=2N=C(C(=NC2)C(=O)N)NC2=CC=C(C=C2)C2CCNCC2)=O 5-(6-(3-methyl-2-oxoimidazolin-1-yl)-2-azabicyclo[2.2.2]octan-2-yl)-3-((4-(piperidin-4-yl)phenyl)amino)pyrazin-2-carboxamide